7'-fluorospiro[cyclopentane-1,3'-indoline]-2'-one FC=1C=CC=C2C3(C(NC12)=O)CCCC3